C(CCCCCCC)[Al](OC1=C(C=CC=C1C(C)(C)C)C(C)(C)C)CCCCCCCC di-n-octyl-(2,6-di-t-butylphenoxy)aluminum